FC=1C=2CC3C(N4N(C3CO)C(CC4(C)C)=O)C2C=CC1 8-Fluoro-10-(hydroxymethyl)-3,3-dimethyl-2,3,4a,9,9a,10-hexahydro-1H-indeno[1,2-c]pyrazolo[1,2-a]pyrazol-1-one